5-Bromo-3-fluoro-2-nitro-N-(1,1,1-trifluoropropan-2-yl)aniline BrC=1C=C(C(=C(NC(C(F)(F)F)C)C1)[N+](=O)[O-])F